C(CC#C)OC1=CC=C(CO[C@]2(O[C@H]([C@@H]([C@H](C2)O)NC(=O)N)[C@@H]([C@@H](CNC(CC2=CC=C(C=C2)Cl)=O)O)O)C(=O)O)C=C1 (2R,4S,5R,6R)-2-((4-(but-3-yn-1-yloxy)benzyl)oxy)-6-((1R,2R)-3-(2-(4-chlorophenyl)acetamido)-1,2-dihydroxypropyl)-4-hydroxy-5-ureidotetrahydro-2H-pyran-2-carboxylic acid